2-amino-3-bromo-N-((6-bromo-3-pyridazinyl)methyl)-N-((1R)-1-(2-pyrimidinyl)ethyl)-6-quinolinecarboxamide NC1=NC2=CC=C(C=C2C=C1Br)C(=O)N([C@H](C)C1=NC=CC=N1)CC=1N=NC(=CC1)Br